N1C2=C(NCC1=O)N=CC=C2 3,4-dihydropyrido[2,3-b]pyrazin-2(1H)-one